C(C)C1=NN(C=2N=CC=C(C21)C(=O)N)C2=CC=C(C=C2)OC(F)(F)F ethyl-1-(4-(trifluoromethoxy)phenyl)-1H-pyrazolo[3,4-b]pyridine-4-carboxamide